C(#N)C1=CC(=C(CN2C=CC=3C2=NC(=CC3)N3CCN(CC3)C(=O)OC(C)(C)C)C=C1)F Tert-butyl 4-(1-(4-cyano-2-fluorobenzyl)-1H-pyrrolo[2,3-b]pyridin-6-yl)piperazine-1-carboxylate